ClC=1C(=CC=C2C=C(C=C(C12)C1=C(C=2N=C(N=C(C2C=N1)N1CCOCC(C1)(O)C)OC[C@]12CCCN2C[C@@H](C1)F)F)O)F 4-(7-(8-chloro-7-fluoro-3-hydroxynaphthalen-1-yl)-8-fluoro-2-(((2r,7as)-2-fluorohexahydro-1H-pyrrolizin-7a-yl)methoxy)pyrido[4,3-d]pyrimidin-4-yl)-6-methyl-1,4-oxazepan-6-ol